C(C)(=O)C(C(=O)OCCC(C)C)=CC1=CC(=C(C(=C1)OC)O)OC isoamyl α-acetyl-3,5-dimethoxy-4-hydroxycinnamate